CC(C(=O)OOC(CCCC)=O)CC pentanoyl 2-methylbutyryl peroxide